[N+](=[N-])=C1C(C=C(C(=C1)OCC)NC(C1=CC=CC=C1)=O)OCC 1-diazo-4-benzoylamino-2,5-diethoxybenzene